ethyl 2-(3-formyl-4-isobutoxyphenyl)-4-methyl-thiazolecarboxylate C(=O)C=1C=C(C=CC1OCC(C)C)C1(SC=C(N1)C)C(=O)OCC